CN1N=C(N=C1C)S 1,5-dimethyl-1,2,4-triazole-3-thiol